FC1=C(C=CC=C1OC)C1=CC=CC(=N1)OC1=CC=C2C=NNC2=C1 6-{[6-(2-fluoro-3-methoxyphenyl)pyridin-2-yl]oxy}-1H-indazole